6-methoxyNicotinamide COC1=NC=C(C(=O)N)C=C1